ClC=1C(=C(C(=CC1N1C2C(C(C1)CN(C)C)CCC2)F)S(=O)(=O)NC2=NC(=CC=C2)F)F 3-chloro-4-(3-((dimethylamino)methyl)hexahydrocyclopenta[b]pyrrol-1(2H)-yl)-2,6-difluoro-N-(6-fluoropyridin-2-yl)benzenesulfonamide